2'-chloro-2-cyano-5'-methoxy-N-(5-methoxy-1,3,4-thiadiazol-2-yl)-[3,4'-bipyridine]-4-carboxamide ClC1=NC=C(C(=C1)C=1C(=NC=CC1C(=O)NC=1SC(=NN1)OC)C#N)OC